2-methyl-1H-pyrrolo[2,3-c]pyridine-4-carbonitrile CC1=CC2=C(C=NC=C2C#N)N1